phenyl (2-fluoro-5-isopropoxy-4-methylphenyl)carbamate FC1=C(C=C(C(=C1)C)OC(C)C)NC(OC1=CC=CC=C1)=O